3-(4-(1-methoxy-2-methyl-1-oxopropan-2-yl)phenyl)-2,2-dimethylpropionic acid tert-butyl ester C(C)(C)(C)OC(C(CC1=CC=C(C=C1)C(C(=O)OC)(C)C)(C)C)=O